(S)-methylalanine CN[C@@H](C)C(=O)O